C(C)(C)(C)[Si](OCC\C=C\B1OC(C(O1)(C)C)(C)C)(C)C tert-butyl-dimethyl-[(E)-4-(4,4,5,5-tetramethyl-1,3,2-dioxaborolan-2-yl)but-3-enoxy]silane